ClC=1C=CC=2C(=NC=C(N2)N2CCC3(CC2)[C@@H](C2=CC=C(C=C2C3)F)N[S@](=O)C(C)(C)C)N1 (R)-N-((S)-1'-(6-chloropyrido[2,3-b]pyrazin-2-yl)-5-fluoro-1,3-dihydrospiro[inden-2,4'-piperidin]-1-yl)-2-methylpropan-2-sulfinamide